N-cyclopropyl-2-(difluoromethoxy)-4-[7-[(3-hydroxy-1-isopropyl-pyrrolidin-3-yl)methoxy]imidazo[1,2-a]pyridin-3-yl]-6-methoxy-benzamide C1(CC1)NC(C1=C(C=C(C=C1OC)C1=CN=C2N1C=CC(=C2)OCC2(CN(CC2)C(C)C)O)OC(F)F)=O